BrC1=NN(C(=C1)C(=O)NC=1C(=CC=2N(C1C(=O)NCC(F)(F)F)N=CC2)Cl)C2=NC=CC=C2Cl 6-(3-Bromo-1-(3-chloropyridin-2-yl)-1H-pyrazol-5-carboxamido)-5-chloro-N-(2,2,2-trifluoroethyl)pyrazolo[1,5-a]pyridin-7-carboxamid